fluoro-2'-methylcytidine F[C@@]1([C@](O)([C@H](O)[C@@H](CO)O1)C)N1C(=O)N=C(N)C=C1